ClC=1C(=NC(=NC1)N1N=C(C(=C1C)C(=O)OCC)C)NC1=CC2=C(N(C(N2CCC(C)(C)O)=O)C)C=C1 Ethyl 1-(5-chloro-4-((3-(3-hydroxy-3-methylbutyl)-1-methyl-2-oxo-2,3-dihydro-1H-benzo[d]imidazol-5-yl)amino)pyrimidin-2-yl)-3,5-dimethyl-1H-pyrazole-4-carboxylate